(7-((2S,5R)-2,5-diethylpiperazin-1-yl)-4-methyl-5-oxo-4,5-dihydro-2H-pyrazolo[4,3-b]pyridin-2-yl)acetonitrile C(C)[C@@H]1N(C[C@H](NC1)CC)C=1C=2C(N(C(C1)=O)C)=CN(N2)CC#N